O=C1NC2(C(N1)=O)CC(CC2)CC2=NC=CC(=C2S(=O)(=O)N)C ((2,4-dioxo-1,3-diazaspiro[4.4]nonane-7-yl)methyl)-4-methylpyridine-3-sulfonamide